4-(((1-ethyl-1H-pyrazol-5-yl)sulfonyl)difluoro-methyl)-N-(pyridazin-4-yl)piperidine-1-carboxamide C(C)N1N=CC=C1S(=O)(=O)C(C1CCN(CC1)C(=O)NC1=CN=NC=C1)(F)F